(S)-(1-(6-(benzyloxy)-5-(trifluoromethyl)pyridin-3-yl)pyrrolidin-2-yl)methyl(4-Nitrophenyl) carbonate C(OC1=C(C=C(C=C1)[N+](=O)[O-])C[C@H]1N(CCC1)C=1C=NC(=C(C1)C(F)(F)F)OCC1=CC=CC=C1)([O-])=O